tert-butyl 4-[(1S,2R)-2-ethynylcyclopropyl]piperidine-1-carboxylate C(#C)[C@H]1[C@@H](C1)C1CCN(CC1)C(=O)OC(C)(C)C